4-[4-[6-(Cyclobutoxy)pyrazin-2-yl]-2,6-difluoro-N-methyl-anilino]butanoic acid C1(CCC1)OC1=CN=CC(=N1)C1=CC(=C(N(C)CCCC(=O)O)C(=C1)F)F